N[C@@H]1[C@@H](OCC12CCN(CC2)C=2N=C(C(=NC2CO)SC2=C(C(=NC=C2)N2CC(C2)C#N)Cl)C)C (4-((5-((3S,4S)-4-amino-3-methyl-2-oxa-8-azaspiro[4.5]dec-8-yl)-6-(hydroxymethyl)-3-methylpyrazin-2-yl)thio)-3-chloropyridin-2-yl)azetidine-3-carbonitrile